6-(1,1-difluoroethyl)-4-nitroisobenzofuran-1(3H)-one FC(C)(F)C1=CC(=C2COC(C2=C1)=O)[N+](=O)[O-]